FC=1C=C2C(=CNC(C2=CC1F)=O)C(C)N(C(=O)[C@@H]1NCC2=CC=CC=C2C1)C (3R)-N-(1-(6,7-Difluoro-1-oxo-1,2-dihydroisoquinolin-4-yl)ethyl)-N-methyl-1,2,3,4-tetrahydro-isoquinoline-3-carboxamide